tert-Butyl 2-fluoro-6-[3-[[1-(trifluoromethyl)cyclopropyl]methoxy]pyrazol-1-yl]pyridine-3-carboxylate FC1=NC(=CC=C1C(=O)OC(C)(C)C)N1N=C(C=C1)OCC1(CC1)C(F)(F)F